3-(5-((3-(bis(3-fluorophenyl)methyl)-2-oxoimidazolidin-1-yl)methyl)-1-oxoisoindolin-2-yl)piperidine-2,6-dione FC=1C=C(C=CC1)C(N1C(N(CC1)CC=1C=C2CN(C(C2=CC1)=O)C1C(NC(CC1)=O)=O)=O)C1=CC(=CC=C1)F